1-(4-(chloro-methyl)phenyl)tetrahydropyrimidine-2(1H)-one ClCC1=CC=C(C=C1)N1C(NCCC1)=O